(R)-N-(2-(4-ethylpiperazin-1-yl)-5-((6-(3-(3-fluoro-5-(trifluoromethyl)phenyl)isooxazolidin-2-yl)pyrimidin-4-yl)amino)-4-methoxyphenyl)acrylamide C(C)N1CCN(CC1)C1=C(C=C(C(=C1)OC)NC1=NC=NC(=C1)N1OCC[C@@H]1C1=CC(=CC(=C1)C(F)(F)F)F)NC(C=C)=O